adenosine disodium magnesium triphosphate [O-]P([O-])(=O)OP(=O)([O-])OP(=O)([O-])O.[Mg+2].[Na+].[Na+].[C@@H]1([C@H](O)[C@H](O)[C@@H](CO)O1)N1C=NC=2C(N)=NC=NC12